2,6-bis((trimethylsilyl)ethynyl)pyridine C[Si](C)(C)C#CC1=NC(=CC=C1)C#C[Si](C)(C)C